4-(trifluoro(4-(trifluoromethyl)phenyl)methyl)piperidine-1-carboxylic acid tert-butyl ester C(C)(C)(C)OC(=O)N1CCC(CC1)CC1=C(C(=C(C(=C1)F)C(F)(F)F)F)F